C1(CC1)CNC1=C(N=C2SC3=C(N21)C=CC(=C3)C(=O)NCCCN3CCC(CC3)F)C3=CC=C(C=C3)[C@H]3NCCC3 (S)-3-((cyclopropylmethyl)amino)-N-(3-(4-fluoropiperidin-1-yl)propyl)-2-(4-(pyrrolidin-2-yl)phenyl)benzo[d]imidazo[2,1-b]thiazole-7-carboxamide